CN(C1=C(C(=NC=2N1N=CN2)C)CC2=CC=C(C=C2)S(CCNC(C)=O)(=O)=N)C N-{2-[(4-{[7-(dimethylamino)-5-methyl-[1,2,4]triazolo[1,5-a]pyrimidin-6-yl]methyl}phenyl)(imino)oxo-λ6-sulfanyl]ethyl}acetamide